1-(cyanomethyl)cyclopropane-1-carboxylic acid methyl ester COC(=O)C1(CC1)CC#N